C1(=CC=C(C=C1)C(C)O)C 1-(p-tolyl)ethanol